2-(5-fluoropyridin-2-yl)-6,6,7-trimethyl-6,7-dihydro-4H-pyrazolo[5,1-c][1,4]oxazine FC=1C=CC(=NC1)C1=NN2C(COC(C2C)(C)C)=C1